NC=1N=C(N=C(N1)N)CC1OCC2(CO1)COC(OC2)CC2=NC(=NC(=N2)N)N 3,9-bis[(3,5-diamino-2,4,6-triazaphenyl)methyl]-2,4,8,10-tetraoxaspiro[5.5]undecane